5-ethynyl-1-methylthiazole C(#C)C1=CN=CS1C